(3-ethynylpyrrolidin-3-yl)-4-[3-[2-(cyclopropoxy)-3-pyridyl]pyrazolo[1,5-a]pyrimidin-5-yl]piperazine-1-carboxylate C(#C)C1(CNCC1)OC(=O)N1CCN(CC1)C1=NC=2N(C=C1)N=CC2C=2C(=NC=CC2)OC2CC2